ClC1=C(C=CC=C1)C1=C(C2=C(N=C(N=C2)NC2=CC=C(C=C2)N(C)CCN(C)C)N(C1=O)C)C=C 6-(2-chlorophenyl)-2-[(4-{[2-(dimethylamino)ethyl](methyl)amino}phenyl)amino]-5-ethenyl-8-methylpyrido[2,3-d]pyrimidin-7-one